3-(benzylamino)-1-(4-chlorophenyl)-2-methylpropan-2-en-1-one C(C1=CC=CC=C1)NC=C(C(=O)C1=CC=C(C=C1)Cl)C